tertbutyl N-[[4-methyl-2-oxo-3-(4-piperidyl)oxazolidin-5-yl]methyl]carbamate CC1N(C(OC1CNC(OC(C)(C)C)=O)=O)C1CCNCC1